C(CCCCCCCCCCCCCCCCC)N(C(CNC(CNC(CNC(CN1CCN(CCN(CCN(CC1)CC(=O)[O-])CC(=O)[O-])CC(=O)[O-])=O)=O)=O)=O)CCCCCCCCCCCCCCCCCC.[Gd+3] Gadolinium(III) 2,2',2''-(10-(12-octadecyl-2,5,8,11-tetraoxo-3,6,9,12-tetraazatriacontyl)-1,4,7,10-tetraazacyclododecan-1,4,7-triyl)triacetat